FC1=C(CN2C(C=C(C=C2)N2CCCCC2)=O)C(=CC(=C1)C=1C=NC=NC1)F 1-(2,6-difluoro-4-(pyrimidin-5-yl)benzyl)-4-(piperidin-1-yl)pyridin-2(1H)-one